ClCC(=O)N[C@@H](CCC(=O)O)C(=O)O N-α-chloroacetyl-glutamic acid